potassium 2-(tert-butoxycarbonylamino)ethyl-trifluoro-borohydride C(C)(C)(C)OC(=O)NCC[B-](F)(F)F.[K+]